N-(3-cyclobutyl-5-(1-hydroxycyclobutyl)pyrazolo[1,5-a]pyridin-2-yl)-3,3-dimethylbutanamide C1(CCC1)C=1C(=NN2C1C=C(C=C2)C2(CCC2)O)NC(CC(C)(C)C)=O